O[C@@H]1CC2=C[C@H]([C@H]3[C@@H]4CC[C@@H]([C@@]4(C)CC[C@@H]3[C@]2(CC1)C)O)O 3β,7α,17β-trihydroxyandrost-5-ene